C1(CCC1)CCNCC1CC2=CC(=C(C(=C2C1)F)N1CC(NS1(=O)=O)=O)O 5-(2-{[(2-cyclobutylethyl)amino]methyl}-4-fluoro-6-hydroxy-2,3-dihydro-1H-inden-5-yl)-1λ6,2,5-thiadiazolidine-1,1,3-trione